3-(1-(tert-butoxycarbonyl)piperidin-3-yl)propionic acid C(C)(C)(C)OC(=O)N1CC(CCC1)CCC(=O)O